(3,7-dimethyl-6-octenyl)acetaldehyde CC(CCCC=O)CCC=C(C)C